N1=CC=C(C=C1)C#CC1=NC(=NC=C1)C1=NC=NC=C1 4-(pyridin-4-ylethynyl)-[2,4'-bipyrimidine]